C1(CCCC1)C1=NC2=NC=NC(=C2N1)C(=O)NCC1=CC(=CC(=C1)NC1CCN(CC1)C)F 8-cyclopentyl-N-(3-fluoro-5-((1-methylpiperidin-4-yl)amino)benzyl)-7H-purine-6-carboxamide